COC1=CC=C(C(=O)N(NC2=CC=CC=C2)C2=CC=CC=C2)C=C1 4-methoxy-N,N'-diphenyl-benzoyl-hydrazine